O.O.C(CC(O)(C(=O)O)CC(=O)[O-])(=O)[O-].[Na+].C(CC(O)(C(=O)O)CC(=O)O)(=O)O.[Na+] sodium citrate sodium citrate dihydrate